O=C1COCC=2NC(C=3C=C(C=CC3C21)C#N)=O 1,6-dioxo-4,5-dihydropyrano[3,4-c]isoquinoline-8-carbonitrile